(N-[4-amino-5-(pyridine-4-carbonyl)thiazol-2-yl]-4-chloro-3-fluoro-anilino)propanamide tert-butyl-4-[4-(bromomethyl)phenyl]piperidine-1-carboxylate C(C)(C)(C)OC(=O)N1CCC(CC1)C1=CC=C(C=C1)CBr.NC=1N=C(SC1C(=O)C1=CC=NC=C1)N(C1=CC(=C(C=C1)Cl)F)C(C(=O)N)C